tert-butyl (3-bromo-1-naphthyl)carbamate BrC=1C=C(C2=CC=CC=C2C1)NC(OC(C)(C)C)=O